NC=1C2=C(N=CN1)N(C=C2C2=CC(=C(C=C2)NC(=O)NC2=CC(=NO2)C(CO[Si](C)(C)C(C)(C)C)(C)C)F)C2CC2 1-(4-(4-amino-7-cyclopropyl-7H-pyrrolo[2,3-d]pyrimidin-5-yl)-2-fluorophenyl)-3-(3-(1-((tert-butyldimethylsilyl)oxy)-2-methylpropan-2-yl)isoxazol-5-yl)urea